3-(2-chlorophenoxy)-2,2-difluoro-N-(1-methylpiperidin-4-yl)propanamide ClC1=C(OCC(C(=O)NC2CCN(CC2)C)(F)F)C=CC=C1